Cl[Pd-2](P(C(C)(C)C)(C(C)(C)C)C1=CC=C(C=C1)N(C)C)(P(C1=CC=C(C=C1)N(C)C)(C(C)(C)C)C(C)(C)C)Cl Dichlorobis[di-t-butyl(p-dimethylaminophenyl)phosphino]palladium(II)